Methyl (R)-(3-((1-(3,3-difluorocyclopentyl)-3-methyl-2-oxo-2,3-dihydro-1H-imidazo[4,5-c]pyridin-6-yl)amino)-5-(1-methyl-1H-pyrazol-4-yl)phenyl)carbamate FC1(C[C@@H](CC1)N1C(N(C=2C=NC(=CC21)NC=2C=C(C=C(C2)C=2C=NN(C2)C)NC(OC)=O)C)=O)F